COC=1N=NC2=CC(=CC=C2C1)C1=C(C=C(C(=N1)C)C#N)C=1C=NN(C1)CC1(CC1)C(F)(F)F 6-(3-methoxycinnolin-7-yl)-2-methyl-5-(1-{[1-(trifluoromethyl)cyclopropyl]methyl}-1H-pyrazol-4-yl)pyridine-3-carbonitrile